[C@@H]1([C@H](O)[C@H](OP(=O)(O)O)[C@@H](CO)O1)N1C=NC=2C(N)=NC=NC12 3'-adenylic acid